ClC1=C(C=C(C=C1)C=1CCCC2=C(C1C1=CC=C(C=C1)C=C1CN(C1)CCCF)C=CC=C2)C(F)(F)F 8-(4-Chloro-3-(trifluoromethyl)phenyl)-9-(4-((1-(3-fluoropropyl)azetidin-3-yliden)methyl)phenyl)-6,7-dihydro-5H-benzo[7]annulen